(2R,3S,4S,5R)-3-(3,4-difluoro-2-hydroxy-phenyl)-4,5-dimethyl-5-(trifluoromethyl)tetrahydrofuran FC=1C(=C(C=CC1F)[C@H]1CO[C@]([C@H]1C)(C(F)(F)F)C)O